BrC1=CC2=C(N(C([C@@H](N=C2C2=CC=CC=C2)[C@@H](C)CC)=O)CC(=O)O)C=C1 2-((S)-7-bromo-3-((S)-sec-butyl)-2-oxo-5-phenyl-2,3-dihydro-1H-benzo[e][1,4]diazepin-1-yl)acetic acid